(R)-8-(1-((6-chloro-2-(1-hydroxy-1H-benzo[d][1,2,6]oxazaborinin-6-yl)pyridin-3-yl)amino)ethyl)-2-isopropyl-3,6-dimethyl-4H-chromen-4-one ClC1=CC=C(C(=N1)C=1C=CC2=C(C=NOB2O)C1)N[C@H](C)C=1C=C(C=C2C(C(=C(OC12)C(C)C)C)=O)C